4-(2,5-difluorophenyl)-2-(5,5-difluorotetrahydro-2H-pyran-2-yl)pyridin FC1=C(C=C(C=C1)F)C1=CC(=NC=C1)C1OCC(CC1)(F)F